4-((5,5-dimethyl-3-(1'-(methylsulfonyl)spiro[cyclobutane-1,3'-indolin]-6'-yl)-2,4-dioxoimidazolidin-1-yl)methyl)pyridine 1-oxide CC1(C(N(C(N1CC1=CC=[N+](C=C1)[O-])=O)C1=CC=C2C3(CN(C2=C1)S(=O)(=O)C)CCC3)=O)C